2'-chloro-4,4-difluoro-5'-methyl-5',7'-dihydrospiro[cyclohexane-1,8'-imidazo[1,2-e]purine] ClC=1N=CC=2N(C=3N(C2N1)C1(CN3)CCC(CC1)(F)F)C